Methyl 3-chloro-4-((3,5-difluoropyridin-2-yl)methoxy)-5',6-dimethyl-2-oxo-2H-[1,4'-bipyridine]-2'-carboxylate ClC=1C(N(C(=CC1OCC1=NC=C(C=C1F)F)C)C1=CC(=NC=C1C)C(=O)OC)=O